N-(5-(((S)-2-((S)-2-(dimethylamino)propyl)-2-methylmorpholino)methyl)pyridin-2-yl)-5-fluoro-4-(4-fluoro-1-isopropyl-2-methyl-1H-benzo[d]imidazol-6-yl)pyrimidin-2-amine CN([C@H](C[C@@]1(OCCN(C1)CC=1C=CC(=NC1)NC1=NC=C(C(=N1)C=1C=C(C2=C(N(C(=N2)C)C(C)C)C1)F)F)C)C)C